10-(3''-(benzo[d]thiazol-2-yl)-3',5',6'-tris(3-(benzo[d]thiazol-2-yl)phenyl)-[1,1':2',1''-terphenyl]-4-yl)-10H-phenoxazine S1C(=NC2=C1C=CC=C2)C=2C=C(C=CC2)C=2C(=C(C(=CC2C2=CC(=CC=C2)C=2SC1=C(N2)C=CC=C1)C1=CC(=CC=C1)C=1SC2=C(N1)C=CC=C2)C2=CC(=CC=C2)C=2SC1=C(N2)C=CC=C1)C1=CC=C(C=C1)N1C2=CC=CC=C2OC=2C=CC=CC12